CC=1N(C(NN1)=O)C1=CC=C(C=C1)OC1=CC(=C(C=C1)C)OC 5-methyl-4-(4-{[4-methyl-3-(methyloxy)phenyl]oxy}phenyl)-2,4-dihydro-3H-1,2,4-triazol-3-one